(3S,4S)-4-{[5-(2,4-difluoro-phenyl)-isoxazole-3-carbonyl]-amino}-1-((1S,2R)-2-methyl-cyclobutyl)-piperidine-3-carboxylic acid dimethylamide CN(C(=O)[C@H]1CN(CC[C@@H]1NC(=O)C1=NOC(=C1)C1=C(C=C(C=C1)F)F)[C@@H]1[C@@H](CC1)C)C